C(C)C1=CC(=NN1)CC diethyl-1H-pyrazole